FC1=NC=CC(=C1)[C@@H]1[C@H]([C@H]2C[C@@H]([C@@H]1O2)O)C(=O)NC2=CC(=CC=C2)C(F)(F)F |r| rac-(1R-2R,3S,4R,5S)-3-(2-fluoropyridin-4-yl)-5-hydroxy-N-(3-(trifluoromethyl)phenyl)-7-oxabicyclo[2.2.1]heptane-2-carboxamide